perfluorophenyl 1-(4-bromo-2-methoxyphenyl)-7-fluoro-2-oxo-1,2-dihydroquinoline-6-sulfonate BrC1=CC(=C(C=C1)N1C(C=CC2=CC(=C(C=C12)F)S(=O)(=O)OC1=C(C(=C(C(=C1F)F)F)F)F)=O)OC